N-[2-[[8-chloro-6-hydroxy-7-(1,1,4-trioxo-1,2,5-thiadiazolidin-2-yl)-2-naphthyl]oxy]ethyl]-2-[4-[1-(2,6-dioxo-3-piperidyl)-3-methyl-2-oxo-benzimidazol-5-yl]-1-piperidyl]acetamide ClC=1C(=C(C=C2C=CC(=CC12)OCCNC(CN1CCC(CC1)C1=CC2=C(N(C(N2C)=O)C2C(NC(CC2)=O)=O)C=C1)=O)O)N1S(NC(C1)=O)(=O)=O